2-(azetidin-3-yl)ethanol hydrochloride Cl.N1CC(C1)CCO